C1(=CC=CC2=CC=CC=C12)CC(=O)N1C2=CC=CC=C2SC=2C=CC=CC12 2-(Naphthalen-1-yl)-1-(10H-phenothiazin-10-yl)ethan-1-one